C(C)(C)(C)OC(=O)N1CCN(CC1)C1=NC(=CC(=C1)C(F)(F)F)Cl 4-(6-chloro-4-(trifluoromethyl)pyridin-2-yl)piperazine-1-carboxylic acid tert-butyl ester